4-((1R,2S)-6-(tert-butoxy)-2-phenyl-1,2,3,4-tetrahydronaphthalen-1-yl)phenol C(C)(C)(C)OC=1C=C2CC[C@@H]([C@@H](C2=CC1)C1=CC=C(C=C1)O)C1=CC=CC=C1